NC1=NC=NC=2N(C3=C(C=C(C=C3C21)C)F)CC(=O)O 2-(4-amino-8-fluoro-6-methyl-9H-pyrimido[4,5-b]indol-9-yl)acetic acid